3-ethylpyrrolidine C(C)C1CNCC1